tert-butyl 4-[3-[1-(2,6-dioxo-3-piperidyl)-3-methyl-2-oxo-benzimidazol-4-yl] prop-2-ynyl]piperidine-1-carboxylate O=C1NC(CCC1N1C(N(C2=C1C=CC=C2C#CCC2CCN(CC2)C(=O)OC(C)(C)C)C)=O)=O